6-[4-[(R or S)-(4-Fluorophenyl)-(2-fluoro-4-pyridyl)methyl]piperidine-1-carbonyl]-4H-1,4-benzoxazin-3-one FC1=CC=C(C=C1)[C@@H](C1CCN(CC1)C(=O)C=1C=CC2=C(NC(CO2)=O)C1)C1=CC(=NC=C1)F |o1:7|